1,1'-bis(trimethylsilyl)-1,1'-dihydro-4,4'-bipyridine C[Si](N1C=CC(C=C1)=C1C=CN(C=C1)[Si](C)(C)C)(C)C